C(C=C)OC=1C=C2CCN3C(C2=CC1)=CC(=NC3=O)OC[C@H]3OCCOC3 9-Allyloxy-2-((S)-1-[1,4]dioxan-2-ylmethoxy)-6,7-dihydro-pyrimido[6,1-a]isoquinolin-4-one